(S)-N-(1-(4-(benzylsulfanyl)phenylamino)-1-oxo-3-phenylprop-2-yl)-4-fluoro-N-ethylbenzamide C(C1=CC=CC=C1)SC1=CC=C(C=C1)NC([C@H](CC1=CC=CC=C1)N(C(C1=CC=C(C=C1)F)=O)CC)=O